COC(=O)C=1C(N(C(=C(C1C1=CC(=C(C=C1)Cl)Cl)COC)C)C1=C(C=C(C=C1)F)F)=O 4-(3,4-dichlorophenyl)-1-(2,4-difluorophenyl)-5-(methoxymethyl)-6-methyl-2-oxo-pyridine-3-carboxylic acid methyl ester